C1(=CC=CC=C1)O.C1(=CC=CC=C1)O.[Al].OC=1C=CC=C2C=CC(=NC12)C.OC=1C=CC=C2C=CC(=NC12)C bis(8-hydroxy-2-methylquinoline) aluminum diphenol salt